C(C)OC=CC=1C(=CC(=C(C1)CC(=O)O)F)C [5-(2-ethoxyethenyl)-2-fluoro-4-methylphenyl]acetic acid